CN(C)NCCC dimethylamino-propylamine